ClC1=C(/C=C/S(=O)(C2=NC=CC=C2)=N)C=CC=C1 (E)-(2-chlorostyryl)(imino)(pyridin-2-yl)-λ6-sulfanone